FC=1C(=NC(=CC1)N)N 3-fluoro-2,6-pyridinediamine